I.C(#N)CC[Se]C1=C(N=CN1)C[C@@H](C(=O)[O-])[N+](C)(C)C (S)-3-(5-((2-cyanoethyl)selanyl)-1H-imidazol-4-yl)-2-(trimethylammonio)propanoate hydroiodide